C(#N)C=1C=CC(=C(C(=O)Cl)C1)SC 5-cyano-2-methylsulfanyl-benzoyl chloride